N1C=NC2=C1C=CC=C2C=2C(=CC1=C(N(C(N=C1N1[C@H](CN([C@@H](C1)C)C(C=C)=O)C)=O)C=1C(=NC=CC1C)C(C)C)N2)F (M)-7-(1H-Benzimidazol-4-yl)-4-[(2S,5R)-2,5-dimethyl-4-prop-2-enoyl-piperazin-1-yl]-6-fluoro-1-(2-isopropyl-4-methyl-3-pyridyl)pyrido[2,3-d]pyrimidin-2-one